tert-butyl 4-[2-(4-hydroxyphenyl)ethyl]piperidine-1-carboxylate OC1=CC=C(C=C1)CCC1CCN(CC1)C(=O)OC(C)(C)C